Methyl ((S)-3-cyclopropyl-2-(2-((S)-1-(2,3-difluorobenzyl)-5-oxopyrrolidin-2-yl)acetamido)propanoyl)-L-tyrosinate C1(CC1)C[C@@H](C(=O)N[C@@H](CC1=CC=C(C=C1)O)C(=O)OC)NC(C[C@H]1N(C(CC1)=O)CC1=C(C(=CC=C1)F)F)=O